C(CCCCCCC)(=O)OCC(O)CO GLYCERYL CAPRYLYL ETHER